2-butyl-1-(4-((((1-methylcyclobutyl)methyl)amino)methyl)benzyl)-1H-imidazo[4,5-c]quinolin-4-amine C(CCC)C=1N(C2=C(C(=NC=3C=CC=CC23)N)N1)CC1=CC=C(C=C1)CNCC1(CCC1)C